C(C1=CC=CC=C1)OC1(COCCC1O)C(C)(F)F 3-(benzyloxy)-3-(1,1-difluoroethyl)tetrahydro-2H-pyran-4-ol